NC1=NC=C(C2=C1C(=C(N2C)C2=CC=C(C=C2)NC(C=C)=O)C2=CC(=C(C=C2)OC2=NC=C(C(=N2)C)C)F)C#N N-(4-(4-amino-7-cyano-3-(4-((4,5-dimethylpyrimidin-2-yl)oxy)-3-fluorophenyl)-1-methyl-1H-pyrrolo[3,2-c]pyridin-2-yl)phenyl)acrylamide